Trans-1,2-diaminocyclohexaneN NC1=C(CCCC1)N